4-isopropylbenzaldehyde C(C)(C)C1=CC=C(C=O)C=C1